C(C1=CC=C(C(=O)N2C(CCCCCCCCCCC2)=O)C=C1)(=O)N1C(CCCCCCCCCCC1)=O N,N'-terephthaloyl-bis-laurolactam